2-(4-bromo-6-chloro-8-fluoroquinolin-3-yl)propan-2-ol BrC1=C(C=NC2=C(C=C(C=C12)Cl)F)C(C)(C)O